C(C=1C(O)=CC=CC1)(=O)O.[SiH2](O)O Silanediol Salicylate